BrC1=CC=C2C(N(C(NC2=C1)=O)[C@H](C)C1=CC=CC=C1)(C(F)(F)F)O 7-bromo-4-hydroxy-3-[(1R)-1-phenylethyl]-4-(trifluoromethyl)-1,2,3,4-tetrahydroquinazolin-2-one